C(C1=CC=CC=C1)(=O)OCN1C(N(C2=NC(=NC=C12)N)[C@@H]1O[C@@H](C[C@H]1OC(C)=O)COC(C)=O)=O ((9-((2R,3R,5S)-3-acetoxy-5-(acetoxymethyl) tetrahydrofuran-2-yl)-2-amino-8-oxo-8,9-dihydro-7H-purin-7-yl) methyl) benzoate